CN(S(=O)(=O)C1=C(C=CC=C1)NC=1C2=C(N=C(N1)NC1=C(C=C3CCN(CC3=C1)C)OC)NC=C2CC(=O)N)C (4-((2-(N,N-dimethylsulfamoyl)phenyl)amino)-2-((6-methoxy-2-methyl-1,2,3,4-tetrahydroisoquinolin-7-yl)amino)-7H-pyrrolo[2,3-d]pyrimidin-5-yl)acetamide